5-(4-((7-Ethyl-6-oxo-5,6-dihydro-1,5-naphthyridin-3-yl)methyl)piperazin-1-yl)-N-((1R,3R)-3-hydroxycyclobutyl)pyridineamide C(C)C=1C(NC=2C=C(C=NC2C1)CN1CCN(CC1)C=1C=CC(=NC1)C(=O)NC1CC(C1)O)=O